Cl.CC=1C=CC=C2C=CN=C(C12)N(C(C1=CC=C(C=C1)NC1=NC=CC=N1)=O)[C@H]1CNCCC1 (R)-N-(8-methylisoquinolin-1-yl)-N-(piperidin-3-yl)-4-(pyrimidin-2-ylamino)benzamide hydrochloride